COC(C1=CC(=C(C(=C1)NC[C@H]1OCC1)[N+](=O)[O-])OC)=O (S)-3-methoxy-4-nitro-5-((oxetan-2-ylmethyl)amino)benzoic acid methyl ester